F[C@@H]1[C@H](C1)C1=CC(=NO1)C(=O)NC1C[C@H]2CC[C@@H](C1)N2S(=O)(=O)CC2CCN(CC2)C trans-5-((1R,2S)-2-Fluorocyclopropyl)-N-((1R,3r,5S)-8-(((1-methylpiperidin-4-yl)methyl)sulfonyl)-8-azabicyclo[3.2.1]octan-3-yl)isoxazole-3-carboxamide